C(C1CO1)C1=C2C=3C(=C(C(=C(C3CC2=CC=C1)C1=CC=CC=C1)O)O)CC1CO1 diglycidyl-dihydroxyphenyl-fluorene